6-(2-Allylphenyl)-3-(tert-butoxycarbonylamino)-5-(trifluoromethyl)pyridine-2-carboxylic Acid C(C=C)C1=C(C=CC=C1)C1=C(C=C(C(=N1)C(=O)O)NC(=O)OC(C)(C)C)C(F)(F)F